(1S,2S,5R)-N-(benzofuran-6-ylmethyl)-N-(4,4-dimethylcyclohexyl)-3-tosyl-3-azabicyclo[3.1.0]hexane-2-carboxamide O1C=CC2=C1C=C(C=C2)CN(C(=O)[C@@H]2[C@H]1C[C@H]1CN2S(=O)(=O)C2=CC=C(C)C=C2)C2CCC(CC2)(C)C